C(C)OP(=O)(OCC)CN1C(N(C2=C1C=C(C=C2)C2CCNCC2)C2C(N(C(CC2)=O)CC2=CC=C(C=C2)OC)=O)=O 3-[3-(Diethoxyphosphorylmethyl)-2-oxo-5-(4-piperidyl)benzimidazol-1-yl]-1-[(4-methoxyphenyl)methyl]piperidine-2,6-dione